CC1=C(C(=CC=C1)C)C1=NC(=NC(=C1)OC[C@@H](CC(C)C)NCC1CC2(C1)CCOCC2)NS(=O)(=O)C=2C=C(C(=O)O)C=CC2 3-[[4-(2,6-dimethylphenyl)-6-[(2R)-4-methyl-2-(7-oxaspiro[3.5]nonan-2-ylmethylamino)pentoxy]pyrimidin-2-yl]sulfamoyl]benzoic acid